3-Fluoro-2-hydrazinopyridine FC=1C(=NC=CC1)NN